2-(4,4-Difluoropiperidin-1-yl)-N-methylethan-1-amine FC1(CCN(CC1)CCNC)F